methyl 3-(5-oxo-4,5-dihydro-1,2,4-thiadiazol-3-yl)benzoate O=C1NC(=NS1)C=1C=C(C(=O)OC)C=CC1